F[C@]1([C@H]([C@H]([C@@H](O1)N1C(=O)NC(=S)C=C1)O)O)CO 4'-fluoro-4-thiouridine